2,2-dimethyl-3-hydroxycyclopentadienone CC1(C(C=C=C1O)=O)C